(2-cyclopropylpyridin-3-yl)-2-((R)-3-(4-(5,6,7,8-tetrahydro-1,8-naphthyridin-2-yl)butoxy)pyrrolidin-1-yl)acetonitrile C1(CC1)C1=NC=CC=C1C(C#N)N1C[C@@H](CC1)OCCCCC1=NC=2NCCCC2C=C1